pyridazine-6(5H)-thione N1=NC=CCC1=S